FC(C1=CC=CC(=N1)C(=O)Cl)F 6-(difluoromethyl)pyridine-2-carbonyl chloride